4-chloro-5-iodopyrazolo[1,5-a]pyridin-3-amine ClC=1C=2N(C=CC1I)N=CC2N